Cyclopropyl (S)-2-(4-(4-chlorophenyl)-2,3,9-trimethyl-6H-thieno[3,2-f][1,2,4]triazolo[4,3-a][1,4]diazepin-6-yl)acetate ClC1=CC=C(C=C1)C1=N[C@H](C=2N(C3=C1C(=C(S3)C)C)C(=NN2)C)CC(=O)OC2CC2